(3R)-3-amino-5-[(4-chlorophenyl)methyl]-8-fluoro-7-[5-(6-fluoro-3-pyridyl)-1,3,4-oxa-diazol-2-yl]-1,1-dioxo-2,3-dihydro-1λ6,5-benzothiazepin-4-one N[C@H]1CS(C2=C(N(C1=O)CC1=CC=C(C=C1)Cl)C=C(C(=C2)F)C=2OC(=NN2)C=2C=NC(=CC2)F)(=O)=O